CN1N=NN=C1C(C1=CC=CC=C1)=NOCC1=CC=CC(=N1)NC(OC(C)(C)C)=O 1,1-dimethylethyl N-[6-[[[[((Z)-1-methyl-1H-tetrazol-5-yl)phenylmethylene]amino]oxy]-methyl]-2-pyridinyl]carbamate